2-isopropylpiperidin-4-ol C(C)(C)C1NCCC(C1)O